C1(CC1)C1=CC=2N(C3=CC(=CC=C3C2C=C1)C)C(C(=O)O)(C)N1C(C2=CC=CC=C2C1=O)=O (2-cyclopropyl-7-methyl-9H-carbazol-9-yl)-2-(1,3-dioxoisoindolin-2-yl)propionic acid